C(C=C)(=O)OCCCCCCOC=1C=C2C=CC(=CC2=CC1)C(=O)OC1=CC(=C(C=C1)OC(=O)C1=CC2=CC=C(C=C2C=C1)OCCCCCCOC(C=C)=O)C(=O)OCCCCCCOC1=CC=C(C=C1)C1=CC=C(C=C1)C#N [3-[6-[4-(4-cyanophenyl)phenoxy]hexoxycarbonyl]-4-[6-(6-prop-2-enoyloxyhexoxy)naphthalene-2-carbonyl]oxy-phenyl] 6-(6-prop-2-enoyloxyhexoxy)naphthalene-2-carboxylate